C(C)(=O)C=1C=C(C=CC1)C=1C(NC=C(C1)NC1=CC=CC=C1)=O 3-(3-acetylphenyl)-5-(phenylamino)pyridin-2(1H)-one